C(C)(C)(C)OC(=O)N1C[C@@H](C[C@@H](C1)O)NC1=C(C(=NC=C1)ON1N=NC2=C1C=CC=C2)[N+](=O)[O-] (3R,5S)-3-[[2-(benzotriazol-1-yloxy)-3-nitro-4-pyridinyl]amino]-5-hydroxy-piperidine-1-carboxylic acid tert-butyl ester